4-bromo-3-(2-fluorophenyl)-1-(tetrahydro-2H-pyran-2-yl)-1H-pyrazole BrC=1C(=NN(C1)C1OCCCC1)C1=C(C=CC=C1)F